C1(=CC=CC=C1)C1=CC(=C(C(=C1)C1=CC(=CC=C1)C#N)C1=CC=CC=C1)C1=CC=CC2=C(C=CC=C12)B1OC(C(O1)(C)C)(C)C 5'-phenyl-3'-(5-(4,4,5,5-tetramethyl-1,3,2-dioxaborolan-2-yl)naphthalen-1-yl)-[1,1':2',1''-terphenyl]-3-carbonitrile